6-[1-[4-[4-(4-amino-2-fluoro-phenyl)-1-piperidyl]cyclohexyl]pyrazol-4-yl]-4-(6-spiro[5H-furo[3,4-b]pyridine-7,4'-piperidine]-1'-yl-3-pyridyl)pyrazolo[1,5-a]pyrazine-3-carbonitrile NC1=CC(=C(C=C1)C1CCN(CC1)C1CCC(CC1)N1N=CC(=C1)C=1N=C(C=2N(C1)N=CC2C#N)C=2C=NC(=CC2)N2CCC1(CC2)OCC=2C1=NC=CC2)F